3-amino-N-[[3-(carbamoylmethoxy)pyridin-2-yl]methyl]-5-(4-fluorophenyl)-6-(1-methyl-1H-1,3-benzodiazol-6-yl)pyrazine-2-carboxamide NC=1C(=NC(=C(N1)C1=CC=C(C=C1)F)C=1C=CC2=C(N(C=N2)C)C1)C(=O)NCC1=NC=CC=C1OCC(N)=O